9-(4-bromo-3,5-diisopropylphenyl)-3,6-di-tert-butyl-9H-carbazole BrC1=C(C=C(C=C1C(C)C)N1C2=CC=C(C=C2C=2C=C(C=CC12)C(C)(C)C)C(C)(C)C)C(C)C